NC1=C(C=C(C=N1)NC(C(=O)N1[C@H](CC[C@@H](C1)C)C1=CC(=CC(=C1)F)F)=O)C N-(6-amino-5-methyl-3-pyridyl)-2-[(2R,5S)-2-(3,5-difluorophenyl)-5-methyl-1-piperidyl]-2-oxo-acetamide